C1=CC=CC=2C3=CC=CC=C3N(C12)C1=CC=C(C=C1)C=1C(=C(C(=C(C1N1C2=C(C3=CC=CC=C13)C=CN=C2)C2=CC=C(C=C2)N2C1=CC=CC=C1C=1C=CC=CC21)C#N)C2=CC=C(C=C2)N2C1=CC=CC=C1C=1C=CC=CC21)C2=NC(=NC(=N2)C2=CC=CC=C2)C2=CC=CC=C2 5'-(4-(9H-carbazol-9-yl)phenyl)-4,4''-di(9H-carbazol-9-yl)-4'-(4,6-diphenyl-1,3,5-triazin-2-yl)-6'-(9H-pyrido[3,4-b]indol-9-yl)-[1,1':3',1''-terphenyl]-2'-carbonitrile